6-((3-(5-(3-fluoropyridin-2-yl)-4,5-dihydro-1H-pyrazole-1-carbonyl)bicyclo[1.1.1]-pentan-1-yl)methoxy)-nicotinonitrile FC=1C(=NC=CC1)C1CC=NN1C(=O)C12CC(C1)(C2)COC2=NC=C(C#N)C=C2